OC12CC3(CC(CC(C1)C3)C2)NCC(=O)O (S)-(3-hydroxyadamantane-1-yl)glycine